nonylbehenate C(CCCCCCCC)OC(CCCCCCCCCCCCCCCCCCCCC)=O